1-[6-bromo-2-(4-fluorophenyl)-3-(pyridine-4-Yl)-3H-imidazo[4,5-b]Pyridin-5-yl]piperazine BrC=1C=C2C(=NC1N1CCNCC1)N(C(=N2)C2=CC=C(C=C2)F)C2=CC=NC=C2